C(C)C1=CC=C(C=C1)C1=CC2=C(S1)C=C(C=C2)OC 2-(4-ethyl-phenyl)-6-methoxy-benzo[b]thiophene